N[C@H]1[C@@H](N(C1)C=1N=C(C2=C(N1)CCC2)C2=CC=C(C(=O)N)C=C2)C 4-(2-((2S,3R)-3-amino-2-methylazetidin-1-yl)-6,7-dihydro-5H-cyclopenta[d]pyrimidin-4-yl)benzamide